N-Cyclopentyl-2-(4-methoxyphenyl)oxazole-4-carboxamide C1(CCCC1)NC(=O)C=1N=C(OC1)C1=CC=C(C=C1)OC